Cl.Cl.Cl.CC1(CCC=2C(=NNC2C1)C=1NC2=CC(=CC=C2C1)C(=O)N1[C@H](CNCC1)C)C 6,6-dimethyl-3-{6-[(2S)-2-methylpiperazine-1-carbonyl]-1H-indol-2-yl}-4,5,6,7-tetrahydro-1H-indazole trihydrochloride